C(C)C1=CN=C2N1C=C(C=N2)C=2C=CN1N=C(N=CC12)N[C@@H]1C[C@@H](C1)N cis-N1-(5-(3-ethylimidazo[1,2-a]pyrimidin-6-yl)pyrrolo[2,1-f][1,2,4]triazin-2-yl)cyclobutane-1,3-diamine